1-dodecanoyl-2-tridecanoyl-sn-glycerol C(CCCCCCCCCCC)(=O)OC[C@@H](OC(CCCCCCCCCCCC)=O)CO